N1(N=CN=C1)CCNC1=C(C=CC(=C1)NC1=CC=CC=C1)C1=CC=C(S1)C#N 5-(2-((2-(1H-1,2,4-triazol-1-yl)ethyl)amino)-4-(phenylamino)phenyl)thiophene-2-carbonitrile